Bis-(triethyl-(2-hydroxyethyl)ammonium) fumarate C(\C=C\C(=O)[O-])(=O)[O-].C(C)[N+](CCO)(CC)CC.C(C)[N+](CCO)(CC)CC